1-(2-Hydroxy-4,6-bis(methoxymethoxy)-3-methylphenyl)butan-1-one lanthanum-manganese [Mn].[La].OC1=C(C(=CC(=C1C)OCOC)OCOC)C(CCC)=O